ClC1=NN(C=C1N(C(=O)C=1C=NC(=CC1)C#N)CC=1C=CC=2C3=C(C(=NC2C1)NC(OC(C)(C)C)=O)COC3)C3CC3 tert-butyl N-(7-{[N-(3-chloro-1-cyclopropyl-1H-pyrazol-4-yl)-1-(6-cyanopyridin-3-yl)formamido]methyl}-1H,3H-furo[3,4-c]quinolin-4-yl)carbamate